OCC=1C=CC=C2CCCC12 7-(hydroxymethyl)-2,3-dihydro-1H-indene